1-(2-hydroxy-4-methoxyphenyl)ethane-1-one OC1=C(C=CC(=C1)OC)C(C)=O